(-)-1-(3-(aminomethyl)phenyl)-N-(5-(3-cyclopropyl-1-(2-oxopyridin-1(2H)-yl)propyl)-2-fluorophenyl)-3-(trifluoromethyl)-1H-pyrazole-5-carboxamide NCC=1C=C(C=CC1)N1N=C(C=C1C(=O)NC1=C(C=CC(=C1)C(CCC1CC1)N1C(C=CC=C1)=O)F)C(F)(F)F